CC1(COC=2C1=NC=C(C2)C(=O)OC)C methyl 3,3-dimethyl-2,3-dihydrofuro[3,2-b]pyridine-6-carboxylate